(S)-5-(benzyloxy)-2-(tert-butoxycarbonylamino)pentenoic acid C(C1=CC=CC=C1)OCCC=C(C(=O)O)NC(=O)OC(C)(C)C